N[C@@H](CCOC1=C(CN2C3=NC=NC(=C3N=C2)N)C(=CC(=C1)Cl)CC)COC (S)-9-(2-(3-amino-4-methoxybutoxy)-4-chloro-6-ethylbenzyl)-9H-purin-6-amin